(23S,41S)-41-((((9H-fluoren-9-yl)methoxy)carbonyl)amino)-23-(tert-butoxycarbonyl)-2,2-dimethyl-4,21,26,35-tetraoxo-3,30,33-trioxa-22,27,36-triazadotetracontan-42-oic acid C1=CC=CC=2C3=CC=CC=C3C(C12)COC(=O)N[C@@H](CCCCNC(COCCOCCNC(CC[C@H](NC(CCCCCCCCCCCCCCCCC(OC(C)(C)C)=O)=O)C(=O)OC(C)(C)C)=O)=O)C(=O)O